[Br-].[Br-].C[Ti+2]C Dimethyl-titanium dibromide